N-(4-(2-(6-(Difluoromethoxy)pyridin-3-yl)propyl)-6-(((R)-1-hydroxy-4-methylpentan-2-yl)amino)-1,3,5-triazin-2-yl)methanesulfonamide FC(OC1=CC=C(C=N1)C(CC1=NC(=NC(=N1)N[C@@H](CO)CC(C)C)NS(=O)(=O)C)C)F